FC=1C(=C(N2N=C(N=CC21)N[C@H]2[C@@H](CN(CC2)S(=O)(=O)C)F)C(C(F)(F)F)(F)F)C#N 5-fluoro-2-(((3R,4R)-3-fluoro-1-(methylsulfonyl)piperidin-4-yl)amino)-7-(perfluoroethyl)pyrrolo[2,1-f][1,2,4]triazine-6-carbonitrile